(3,5-difluoro-4-formylphenyl)-carbamic acid benzyl ester C(C1=CC=CC=C1)OC(NC1=CC(=C(C(=C1)F)C=O)F)=O